C1(CC1)C1=NC2=C(N1CC)C=CC(=C2)C#C[Si](C)(C)C 2-cyclopropyl-1-ethyl-5-[2-(trimethylsilyl)ethynyl]-1,3-benzodiazole